BrC1=NN(C(=N1)OC1=CC(=C(C=C1)F)C(F)(F)F)C(C)C 3-bromo-5-[4-fluoro-3-(trifluoromethyl)phenoxy]-1-(prop-2-yl)-1H-1,2,4-triazole